tert-butyl N-[(2S)-2-(4-chlorophenyl)-3-[3-(5-ethyl-7-oxo-6,8-dihydropteridin-4-yl)-3,8-diazabicyclo[3.2.1]octan-8-yl]-3-oxopropyl]carbamate ClC1=CC=C(C=C1)[C@@H](CNC(OC(C)(C)C)=O)C(=O)N1C2CN(CC1CC2)C2=NC=NC=1NC(CN(C21)CC)=O